C(C)(C)(C)OC(=O)N1CCN(CC1)C1=CC=C2C(=C(N(C2=C1)CC1=CC=C(C=C1)OC)C(=O)O)C=O 6-(4-(tert-Butoxycarbonyl)piperazin-1-yl)-3-formyl-1-(4-methoxybenzyl)-1H-indole-2-carboxylic acid